C(C)[Cu]Cl ethyl-copper chloride